4-(4-(3,8-diazabicyclo-[3.2.1]octan-3-yl)-2-((tetra-hydro-1H-pyrrolizin-7a(5H)-yl)methoxy)-5,6,8,9-tetra-hydro-7H-pyrimido[4,5-d]-azepin-7-yl)naphthalen-2-ol C12CN(CC(CC1)N2)C2=NC(=NC=1CCN(CCC12)C1=CC(=CC2=CC=CC=C12)O)OCC12CCCN2CCC1